CC=1N=C(C(=NC1)C(C)NC(C1=CC(=CC(=C1)C(F)(F)F)C(F)(F)F)=O)C1=NC=CC=N1 N-[1-(5-methyl-3-pyrimidin-2-yl-pyrazin-2-yl)ethyl]-3,5-bis(trifluoromethyl)benzamide